CS(=O)(=O)OC[C@H]1N(C[C@H](C1)OC1=CC=C(C=C1)OC(F)(F)F)C(=O)OCC1=CC=CC=C1 benzyl (2S,4S)-2-(((methylsulfonyl)oxy)methyl)-4-(4-(trifluoromethoxy)phenoxy)pyrrolidine-1-carboxylate